C[C@@H]1[C@@H](C[C@@H](C(N1CC(F)(F)F)=O)NC(=O)C=1NC=2CC[C@@]3(C(NC4=NC=CC=C43)=O)CC2C1)C1=C(C(=CC=C1F)F)F (R)-N-((3S,5S,6R)-6-methyl-2-oxo-1-(2,2,2-trifluoroethyl)-5-(2,3,6-trifluorophenyl)piperidin-3-yl)-2'-oxo-1,1',2',4,6,7-hexahydrospiro[indole-5,3'-pyrrolo[2,3-b]pyridine]-2-carboxamide